5-bromo-3-isopropoxypyrazin BrC=1N=C(C=NC1)OC(C)C